CS1(=NC=2C(=CC(=CC2C(=C1)NC(C(=O)OCC)C)C(F)(F)F)C(F)(F)F)=O Ethyl 2-[[3-methyl-3-oxo-8,10-bis(trifluoromethyl)-3λ6-thia-2-azabicyclo[4.4.0]deca-1(6),2,4,7,9-pentaen-5-yl]amino]propanoate